C(C)N(C=1C=CC=2C3(C4=CC=C(C=C4OC2C1)N(CC)CC)N(C(C1=CC=CC=C13)=O)C1=CC=C(C=C1)[N+](=O)[O-])CC 3',6'-bis(diethylamino)-2-(4-nitrophenyl)spiro[isoindol-1,9'-xanthen]-3-one